CN(C(C)=O)C=1C(=NN(C1)C1OCCCC1)C(=O)OC methyl 4-(N-methylacetamido)-1-(tetrahydro-2H-pyran-2-yl)-1H-pyrazole-3-carboxylate